[N+](=O)([O-])C=1C=CC(=NC1)NCCCO 3-[(5-nitropyridin-2-yl)amino]propan-1-ol